tert-Butyl 3-allyl-4-[[3-(2-allyloxyethoxy)-4-pyridyl]methylamino]-5-[(3-fluoro-2-methoxy-phenyl)carbamothioyl]-6-oxo-2,3-dihydropyridine-1-carboxylate C(C=C)C1CN(C(C(=C1NCC1=C(C=NC=C1)OCCOCC=C)C(NC1=C(C(=CC=C1)F)OC)=S)=O)C(=O)OC(C)(C)C